4-(pyrrolidin-1-ylmethyl)pyridin-3-amine N1(CCCC1)CC1=C(C=NC=C1)N